1-(2-fluorostyryl)isoquinoline FC1=C(C=CC2=NC=CC3=CC=CC=C23)C=CC=C1